FC=1C=CC(=NC1)CNC(=O)NC1=CC=C(C=C1)[C@@H]1CCCC=2N1C(=NC2)C (S)-1-((5-fluoropyridin-2-yl)methyl)-3-(4-(3-methyl-5,6,7,8-tetrahydroimidazo[1,5-a]pyridin-5-yl)phenyl)urea